C(C)(C)(C)OC(=O)N1[C@@H](CC[C@@H](C1)OC1=CC=C(C=C1)C(F)(F)F)COC(F)F (2S,5S)-2-((difluoromethoxy)methyl)-5-(4-(trifluoromethyl)phenoxy)piperidine-1-carboxylic acid tert-butyl ester